NC1=NC=CC=C1C1=NC2=C(N1C1=CC=C(CNC(=O)C=3C=C(C=CC3)CC(=O)O)C=C1)C=C(C=C2)C(F)(F)F 2-(3-((4-(2-(2-aminopyridin-3-yl)-6-(trifluoromethyl)-1H-benzo[d]imidazol-1-yl)benzyl)carbamoyl)phenyl)acetic acid